N-(2-((tert-butyldimethylsilyl)oxy)-4-(5-((cis)-3-(trifluoromethoxy)cyclobutyl)-1,3,4-oxadiazol-2-yl)bicyclo[2.2.2]octan-1-yl)-2-(4-chloro-3-fluorophenoxy)acetamide [Si](C)(C)(C(C)(C)C)OC1C2(CCC(C1)(CC2)C=2OC(=NN2)[C@@H]2C[C@@H](C2)OC(F)(F)F)NC(COC2=CC(=C(C=C2)Cl)F)=O